OC=1C=C(C=CC1)C=1C=C(C(=O)N2CCN(CC2)C2=CC=C(N=N2)C(=O)NCCC)C=C(C1)C(F)(F)F 6-[4-[3-(3-Hydroxyphenyl)-5-(trifluoromethyl)benzoyl]piperazin-1-yl]-N-propylpyridazine-3-carboxamide